C1(=CC=CC2=CC=CC=C12)C=1C(=C(C=2C3(C4=CC(=CC=C4C2C1)NC1=CC=CC=C1)C1=CC=CC=C1C=1C=CC=CC13)C1=CC=CC3=CC=CC=C13)NC1=CC=CC=C1 bis(naphthal-1-yl)-N,N'-bis(phenyl)-2,7-diamino-9,9-spirobifluorene